CC1=NC(=CC(=C1)C=1NC2=CC=C(C=C2C1C(C)C)C1CCN(CC1)C(CN1C(CCC1)C)=O)C 1-(4-(2-(2,6-dimethylpyridin-4-yl)-3-isopropyl-1H-indol-5-yl)piperidin-1-yl)-2-(2-methylpyrrolidin-1-yl)ethan-1-one